trans-coumaroyl-tyramine C(\C=C\C1=CC=C(C=C1)O)(=O)NCCC1=CC=C(C=C1)O